(4S,4aR,5S,5aR,12aR)-4-(dimethylamino)-1,5,10,11,12a-pentahydroxy-6-methylidene-3,12-dioxo-4,4a,5,5a-tetrahydrotetracene-2-carboxamide CN([C@@H]1C(C(=C([C@]2(C(C3=C(C4=C(C=CC=C4C([C@H]3[C@@H]([C@@H]12)O)=C)O)O)=O)O)O)C(=O)N)=O)C